ClC1=C(C=C(C=C1)Cl)C(Cl)Cl 1,4-dichloro-2-(dichloromethyl)-benzene